C(C)(C)(C)N1N=C(C=C1NC1=NC=NC=C1)[C@@H]1C[C@@H](CC1)O (1R,3S)-3-(1-(tert-butyl)-5-(pyrimidin-4-ylamino)-1H-pyrazol-3-yl)cyclopentan-1-ol